(E)-2-cyano-3-(1-(pyrimidin-5-yl)-1H-indol-3-yl)acrylic acid C(#N)/C(/C(=O)O)=C\C1=CN(C2=CC=CC=C12)C=1C=NC=NC1